(R)-N-((R)-1-(4-((4-methoxybenzyl)amino)-6-(trifluoromethyl)pyridin-2-yl)ethyl)-2-methylpropane-2-sulfinamide COC1=CC=C(CNC2=CC(=NC(=C2)C(F)(F)F)[C@@H](C)N[S@](=O)C(C)(C)C)C=C1